7-methylguanosine diphosphate P(O)(=O)(OP(=O)(O)O)OC[C@@H]1[C@H]([C@H]([C@@H](O1)N1C=[N+](C=2C(=O)NC(N)=NC12)C)O)O